C(C)(C)(C)OC(=O)N1[C@@H]([C@H]2O[C@H]2C1)C(NC1=NC(=CC=C1)Br)=O (1R,2S,5S)-2-(6-bromopyridin-2-ylcarbamoyl)-6-oxa-3-azabicyclo[3.1.0]hexane-3-carboxylic acid tert-butyl ester